N[C@@](C(=O)O)(CCCCB(O)O)C1CC(C1)NCC1=CC(=C(C=C1)C1=CC=C(C=C1)Cl)F (S)-2-amino-6-borono-2-((1S,3R)-3-((4'-chloro-2-fluorobiphenyl-4-yl)methylamino)cyclobutyl)hexanoic acid